C(C)N1N=CC=C1C1=C(N=NC(=C1)N1[C@@H](COCC1)C)C(C)=NO (R)-1-(4-(1-ethyl-1H-pyrazol-5-yl)-6-(3-methylmorpholino)pyridazin-3-yl)ethan-1-one oxime